ClC1=C(C=CC=C1)N1C=2N(C3=C(C1=O)C=NC(=N3)NC3=CC=C(C=C3)NC(=O)C3=CC=NC=C3)C=CN2 N-(4-{[6-(2-chlorophenyl)-5-oxo-5,6-dihydroimidazo[1,2-a]pyrimido[5,4-e]pyrimidin-2-yl]amino}phenyl)pyridine-4-carboxamide